C(C1=CN=CC=C1)(=O)OC1=C(C(=CC(=C1)Br)C=NC1=CC=C(C=C1)Cl)O 5-bromo-3-((4-chlorophenylimino)meth-yl)-2-hydroxyphenyl nicotinate